ethyl 5-(2,5-difluorobenzyl)isoxazole-3-carboxylate FC1=C(CC2=CC(=NO2)C(=O)OCC)C=C(C=C1)F